C(C1=CC=CC=C1)OC(=O)N1[C@H](CN(CC1)C=1C2=C(N=C(N1)Cl)CN(C2)C(=O)OC(C)(C)C)CC#N tert-butyl (S)-4-(4-((benzyloxy) carbonyl)-3-(cyanomethyl) piperazin-1-yl)-2-chloro-5,7-dihydro-6H-pyrrolo[3,4-d]pyrimidine-6-carboxylate